5-fluoro-2-methyl-sulfolane FC1CCC(S1(=O)=O)C